4-(4-(Phenethylamino)benzyl)piperazine-1-carboxylate C(CC1=CC=CC=C1)NC1=CC=C(CN2CCN(CC2)C(=O)[O-])C=C1